3-Chloro-(ureido methacrylate) ClC(=C(C(=O)[O-])C)NC(=O)N